P(=O)(OC(C)(C)C)(OC(C)(C)C)OC1=C(C(=CC(=C1)P(=O)(OC(C)C)OC(C)C)C)C(C)(CCO)C di-tert-butyl (5-(diisopropyloxyphosphoryl)-2-(4-hydroxy-2-methylbutan-2-yl)-3-methylphenyl) phosphate